C(C)(C)(C)OC(=O)N[C@@H](CNC(C(=O)OC)C1=CC(=CC=C1)Cl)C methyl 2-(((R)-2-((tert-butoxycarbonyl)amino)propyl)amino)-2-(3-chlorophenyl)acetate